N(=C=O)C(C)(C)C1=CC(=CC=C1)C(C)(C)N=C=O 1,3-bis(2-isocyanato-prop-2-yl)benzene